C(#N)CC(=O)NN 2-cyanoacetylhydrazine